C(C)(C)(C)OC(NC1=C(C(=C(C=C1)F)N)Cl)=O (3-Amino-2-chloro-4-fluorophenyl)carbamic acid tert-butyl ester